7-(4-chlorobenzyl)-1-(3-hydroxypropyl)-3-methyl-8-(1,2,3,6-tetrahydro-[1,1'-biphenyl]-4-yl)-3,7-dihydro-1H-purine-2,6-dione ClC1=CC=C(CN2C(=NC=3N(C(N(C(C23)=O)CCCO)=O)C)C=2CCC(CC2)C2=CC=CC=C2)C=C1